(1S,2S,3S,5R)-3-((4-chlorophenyl)sulfinyl)-5-((E)-4-hydrazineylidene-1,4-dihydro-7H-pyrrolo[2,3-d]pyrimidin-7-yl)cyclopentane-1,2-diol ClC1=CC=C(C=C1)S(=O)[C@@H]1[C@H]([C@H]([C@@H](C1)N1C=CC\2=C1NC=N/C2=N/N)O)O